1-benzyl-8-bromo-4-ethyl-3,4-dihydro-1H-benzo[e][1,4]diazepin-5(2H)-one C(C1=CC=CC=C1)N1CCN(C(C2=C1C=C(C=C2)Br)=O)CC